C(C1=CC(=C(C(=O)OC)C=C1)B1OC(C(O1)(C)C)(C)C)([2H])([2H])[2H] methyl 4-(methyl-d3)-2-(4,4,5,5-tetramethyl-1,3,2-dioxaborolan-2-yl)benzoate